C(C)O[Si](OCC)(O)O.[Si](OC)(OC)(O)O Dimethyl orthosilicate diethyl-orthosilicate